6-[2-({[(2S,4R)-1-[(2S)-2-[(1-fluorocyclopropyl)formamido]-3,3-dimethylbutanoyl]-4-hydroxypyrrolidin-2-yl]formamido}methyl)-5-(4-methyl-1,3-thiazol-5-yl)phenoxy]hexanoic acid FC1(CC1)C(=O)N[C@H](C(=O)N1[C@@H](C[C@H](C1)O)C(=O)NCC1=C(OCCCCCC(=O)O)C=C(C=C1)C1=C(N=CS1)C)C(C)(C)C